C1(=CC=CC=C1)C1=C([Se]C2=C1C=CC=C2)C2=NN=NC(=C2C2=C(C(=CC=1C3=CC=CC=C3CC21)C)C)C2=CC=CC=C2 phenyl[phenyl(dimethylfluorenyl)triazinyl]benzselenophene